methyl (1S,2S)-2-(((6-(5-((6-isopropoxypyrazin-2-yl)amino)-1-methyl-1H-1,2,3-triazol-4-yl)-2-methylpyridin-3-yl)oxy)methyl)cyclohexane-1-carboxylate C(C)(C)OC1=CN=CC(=N1)NC1=C(N=NN1C)C1=CC=C(C(=N1)C)OC[C@@H]1[C@H](CCCC1)C(=O)OC